O1C(=NC2=C1C=CC=C2)[C@H]2N(C[C@@H](C2)O)C(=O)OCC2=CC=CC=C2 Benzyl (2S,4R)-2-(benzo[d]oxazol-2-yl)-4-hydroxypyrrolidine-1-carboxylate